3-(4'-(trifluoromethyl)-[1,1'-biphenyl]-4-yl)piperidine FC(C1=CC=C(C=C1)C1=CC=C(C=C1)C1CNCCC1)(F)F